N-(5-Chloropyridin-2-yl)-4-(imidazo[1,2-a]pyridin-3-yl)pyrimidin-2-amine ClC=1C=CC(=NC1)NC1=NC=CC(=N1)C1=CN=C2N1C=CC=C2